O[C@@]1(C(N(CC1)C)=O)C=1C=C(C=CC1)C=1N=C(SC1)C1=CN(C2=NC=C(C=C21)C#N)S(=O)(=O)C2=CC=C(C)C=C2 (R)-3-(4-(3-(3-Hydroxy-1-methyl-2-oxopyrrolidin-3-yl)phenyl)thiazol-2-yl)-1-tosyl-1H-pyrrolo[2,3-b]pyridine-5-carbonitrile